ClC1=C(C=CC(=C1)OC1=CC=CC2=CC=CC=C12)C(=O)C1=CNC=2N=CN=C(C21)Cl (2-Chloro-4-(naphthalen-1-yloxy)phenyl)(4-chloro-7H-pyrrolo[2,3-d]pyrimidin-5-yl)methanone